C(C)OC(=O)C1=NN(C(=C1I)C)CCO[Si](C)(C)C(C)(C)C 1-[2-[tert-butyl-(dimethyl)silyl]oxyethyl]-4-iodo-5-methyl-pyrazole-3-carboxylic acid ethyl ester